FC=1C=C2CCC(C2=C(C1F)F)=O 5,6,7-trifluoroindan-1-one